3-(5-(((1S,2R)-2-(benzyl(methyl)amino)cyclohexyl)(methyl)amino)-1-oxoisoindolin-2-yl)piperidine-2,6-dione C(C1=CC=CC=C1)N([C@H]1[C@H](CCCC1)N(C=1C=C2CN(C(C2=CC1)=O)C1C(NC(CC1)=O)=O)C)C